C1(CCCC1)CC1=CNC2=NC=CC(=C21)N[C@H]2CN(CCC2)C(C=C)=O (R)-1-(3-((3-(cyclopentylmethyl)-1H-pyrrolo[2,3-b]pyridin-4-yl)amino)piperidin-1-yl)prop-2-en-1-one